N-(2-chlorophenyl)-4-((2-((4-(2-(4-((4-(2,6-dioxopiperidin-3-yl)phenyl)ethynyl)-[1,4'-bipiperidin]-1'-yl)-2-oxoethyl)phenyl)amino)-5-fluoropyrimidin-4-yl)amino)benzamide ClC1=C(C=CC=C1)NC(C1=CC=C(C=C1)NC1=NC(=NC=C1F)NC1=CC=C(C=C1)CC(=O)N1CCC(CC1)N1CCC(CC1)C#CC1=CC=C(C=C1)C1C(NC(CC1)=O)=O)=O